tert-Butyl {8-methoxy-6-(trifluoromethyl)-2H-chromen-3-yl}carbamate COC=1C=C(C=C2C=C(COC12)NC(OC(C)(C)C)=O)C(F)(F)F